(3S)-4-amino-N-((2-amino-1,3-thiazol-5-yl)methyl)-N-((5-cyano-2-pyridinyl)methyl)-3-methyl-1,3-dihydrofuro[3,4-c]quinoline-8-carboxamide NC1=NC=2C=CC(=CC2C2=C1[C@@H](OC2)C)C(=O)N(CC2=NC=C(C=C2)C#N)CC2=CN=C(S2)N